C(C)OC(=O)C1=CC2=C(S1)C=CC(=C2)S(N(CCC2=CC=CC=C2)C2=C(C=CC=C2)N2CCN(CC2)C(=O)C=2SC=CC2Br)(=O)=O 5-(N-(2-(4-(3-bromothiophene-2-carbonyl)piperazin-1-yl)phenyl)-N-phenethylsulfamoyl)benzo[b]thiophene-2-carboxylic acid ethyl ester